1,4-diethyl 2-acetylsuccinate C(C)(=O)C(C(=O)OCC)CC(=O)OCC